CCCCC/C=C\\C[C@H](C(/C=C/C(C/C=C\\CCCC(=O)O)O)O)O The molecule is a hydroxy monocarboxylic acid consisting of icosa-5,9,14-trienoic acid having three hydroxy groups placed at the 8-, 11- and 12-positions. It derives from a (5Z,9E,14Z)-icosa-5,9,14-trienoic acid. It is a conjugate acid of a (5Z,9E,12S,14Z)-8,11,12-trihydroxyicosa-5,9,14-trienoate.